FC1=C(C#N)C=CC=C1C=1C=NC=CC1 2-fluoro-3-(pyridin-3-yl)benzonitrile